8-(6-((2-(4-fluoropiperidin-1-yl)ethoxy)methyl)pyridin-3-yl)-1-((1s,3s)-3-methoxycyclobutyl)-3-methyl-1H-imidazo[4,5-c]cinnolin-2(3H)-one FC1CCN(CC1)CCOCC1=CC=C(C=N1)C1=CC=2C3=C(N=NC2C=C1)N(C(N3C3CC(C3)OC)=O)C